1-[6-[3-(Dimethylamino)propoxy]-2,2-dimethyl-3a,5,6,6a-tetrahydrofuro[2,3-d][1,3]dioxol-5-yl]ethane-1,2-diol CN(CCCOC1C(OC2OC(OC21)(C)C)C(CO)O)C